C1(=CC=CC=C1)C(CC(C1=CNC2=CC=CC=C12)C1=CC=CC=C1)=O 1,3-diphenyl-3-(1H-indol-3-yl)-1-propanone